ClC1=CC=2NC(=CC2S1)C(=O)N(C)[C@@H](C)C1=NNC(C2=CC(=C(C=C12)F)F)=O (S)-2-chloro-N-(1-(6,7-difluoro-4-oxo-3,4-dihydrophthalazin-1-yl)ethyl)-N-methyl-4H-thieno[3,2-b]pyrrole-5-carboxamide